(R)-4-(3-bromo-7-(1-(methylsulfonyl)cyclopropyl)pyrazolo[1,5-a]pyrimidin-5-yl)-3-methylmorpholine BrC=1C=NN2C1N=C(C=C2C2(CC2)S(=O)(=O)C)N2[C@@H](COCC2)C